C(C)(C)(C)OC(=O)N1CC2=NN(C=C2C1)CC1=CC(=CC=C1)Br 2-(3-bromobenzyl)-2,6-dihydropyrrolo[3,4-c]pyrazole-5(4H)-carboxylic acid tert-butyl ester